2-(4-bromo-3,5-dimethoxyphenyl)pyrrolidine BrC1=C(C=C(C=C1OC)C1NCCC1)OC